FC1=C(C=C(C=C1C[C@@H]1N(CC2(CC2)[C@@H]1NS(=O)(=O)C(F)F)C([C@@H](CF)O)=O)F)C1=CC=CC=C1 N-((6S,7S)-6-((2,5-difluoro-[1,1'-biphenyl]-3-yl)methyl)-5-((S)-3-fluoro-2-hydroxypropanoyl)-5-azaspiro[2.4]heptan-7-yl)-1,1-difluoromethanesulfonamide